4-(5-(3-(1-Aminoethyl)-1-methyl-1H-pyrazol-4-yl)-5-hydroxyoctahydropentalen-2-yl)-N-(3-chloro-4-fluorophenyl)-1-methyl-1H-imidazole-5-carboxamide NC(C)C1=NN(C=C1C1(CC2CC(CC2C1)C=1N=CN(C1C(=O)NC1=CC(=C(C=C1)F)Cl)C)O)C